NC=1C=CC(=C(C1)N1C(C=CC2=CN=C3C(=C12)C=C(C=C3)C3=CC=C(C=C3)NS(=O)(=O)C)=O)C N-(4-(1-(5-Amino-2-methylphenyl)-2-oxo-1,2-dihydrobenzo[h][1,6]naphthyridin-9-yl)phenyl)methanesulfonamide